methyl 1-(3-bromopropyl)-3-nitro-1H-pyrazole-5-carboxylate BrCCCN1N=C(C=C1C(=O)OC)[N+](=O)[O-]